Cl.N1(C=CN=CC=C1)C=1C=CC=2N(C(N=C(N2)C=2C=C(C=3N(C2)C=C(N3)C)F)=O)C1 7-(1,4-diazepin-1-yl)-2-(8-fluoro-2-methylimidazo[1,2-a]pyridin-6-yl)-4H-pyrido[1,2-a][1,3,5]triazin-4-one hydrochloride